ClC=1C=C(C=C(C1F)F)[C@@H](NC(=O)N1[C@@H](C(NCC1)=O)C)C=1C=NC(=CC1)OCC(F)(F)F (2R)-N-((R)-(3-chloro-4,5-difluorophenyl)(6-(2,2,2-trifluoroethoxy)pyridin-3-yl)methyl)-2-methyl-3-oxopiperazine-1-carboxamide